Trifluoroacetophenone FC(C(=O)C1=CC=CC=C1)(F)F